5-(3-pyridinyl)thio-3-(octahydroindolizin-7-yl)-1H-indole N1=CC(=CC=C1)SC=1C=C2C(=CNC2=CC1)C1CCN2CCCC2C1